(3,3-bis((octyloxy)methyl)-3,4-dihydro-2H-thieno[3,4-b][1,4]dioxepin-6-yl)tributylstannane 2-(acrylamido)-2-methylpropanesulfonate C(C=C)(=O)NC(CS(=O)(=O)O)(C)C.C(CCCCCCC)OCC1(COC=2C(OC1)=CSC2[Sn](CCCC)(CCCC)CCCC)COCCCCCCCC